CN(C1=CC(=NC=C1)C#CC1=NC=C(N=C1)C)C dimethyl-{2-[2-(5-methylpyrazin-2-yl)ethynyl](4-pyridinyl)}amine